CNCC(=O)N1CCN(CC1)C1=NC=C(C=N1)C(F)(F)F 2-(methylamino)-1-(4-(5-(trifluoromethyl)pyrimidin-2-yl)piperazin-1-yl)ethanone